(2-Amino-6-(1,3,4,5-tetrahydro-2H-benzazepin-2-yl)pyrimidin-4-yl)methanol NC1=NC(=CC(=N1)CO)C1NC2=C(CCC1)C=CC=C2